C(N)(OC1C(C2=C(C=CC=C2CC1)F)O)=O 8-fluoro-1-hydroxy-1,2,3,4-tetrahydronaphthalen-2-yl carbamate